C(C)(C)(C)OC(N(CC(F)(F)F)C1=NC=C(C=C1)C(C)Br)=O.CN1CCN(CC1)C1=CC=C(C=C1)N1C(NCC1)=O 1-(4-(4-methylpiperazin-1-yl)phenyl)imidazolidin-2-one tert-Butyl-(5-(1-bromoethyl)pyridin-2-yl)(2,2,2-trifluoroethyl)carbamate